N-α-linolenoyl-tyrosine C(CCCCCCC\C=C/C\C=C/C\C=C/CC)(=O)N[C@@H](CC1=CC=C(C=C1)O)C(=O)O